2-chloro-5-methyl-6-phenyl-5H-pyrrolo[2,3-b]Pyrazine ClC=1N=C2C(=NC1)N(C(=C2)C2=CC=CC=C2)C